5-methyl-4-oxo-3,4-dihydropyridine CC=1C(CC=NC1)=O